C1(=CC=C(C=C1)S(=O)(=O)NC1=CC=C(C(=O)OCC)C=C1)C1=CC=CC=C1 ethyl 4-{[1,1'-biphenyl]-4-sulfonamido}benzoate